[Cl-].C(C1=CC=CC=C1)OC([C@H]([C@@H](C1=CC=C(C=C1)OC)O)[NH3+])=O (2S,3R)-1-(benzyloxy)-3-hydroxy-3-(4-methoxyphenyl)-1-oxopropan-2-aminium chloride salt